O.O.C(\C=C\C(=O)O)(=O)O (E)-butenedioate dihydrate